2-amino-5-(4-(morpholinomethyl)phenyl)-N-(2-oxaspiro[3.3]heptane-6-yl)nicotinamide tert-butyl-(R)-4-(5-bromo-6-fluoropyrazin-2-yl)-2-(methoxymethyl)piperazine-1-carboxylate C(C)(C)(C)OC(=O)N1[C@H](CN(CC1)C1=NC(=C(N=C1)Br)F)COC.NC1=C(C(=O)NC2CC3(COC3)C2)C=C(C=N1)C1=CC=C(C=C1)CN1CCOCC1